1-(cyclopropylmethyl)-8-mercapto-3,7-dimethyl-1H-purine-2,6(3H,7H)-dione C1(CC1)CN1C(N(C=2N=C(N(C2C1=O)C)S)C)=O